diisooctyl sulfosuccinate monosodium salt [Na+].S(=O)(=O)([O-])C(C(=O)OCCCCCC(C)C)CC(=O)OCCCCCC(C)C